N1C=NC2=C1C=C(C=C2)N2C(N[C@@H]([C@@H]2C2=CC=C(C=C2)OC)C)=O (4R,5S)-1-(1H-Benzo[d]imidazol-6-yl)-5-(4-methoxyphenyl)-4-methylimidazolidin-2-on